(R)-4-((2-hydroxyethyl)sulfonylamino)-N-(3-(S-methylsulfonimidoyl)phenyl)-2-(6-azaspiro[2.5]oct-6-yl)benzamide OCCS(=O)(=O)NC1=CC(=C(C(=O)NC2=CC(=CC=C2)[S@@](=O)(=N)C)C=C1)N1CCC2(CC2)CC1